[K].C1CCC2=C(C=3CCCC3C=C12)NC(=O)NS(=O)(=O)CCCOC N-((1,2,3,5,6,7-Hexahydro-s-indacen-4-yl)carbamoyl)-3-methoxypropane-1-sulfonamide, Potassium Salt